1-{4-(4-methoxyphenyl)-2-methyl-5-[2-(4-Methylpiperazin-1-yl)-7H-purin-8-yl]-1H-pyrrol-3-yl}ethan-1-one COC1=CC=C(C=C1)C=1C(=C(NC1C1=NC2=NC(=NC=C2N1)N1CCN(CC1)C)C)C(C)=O